ClC=1C=C(C=CC1)NS(=O)(=O)C=1C=C(C(=O)NC=2C=NC(=CC2)OC)C=CC1 3-(N-(3-chlorophenyl)sulfamoyl)-N-(6-methoxypyridin-3-yl)benzamide